F[C@@H]1[C@H]2CC[C@@H](C[C@@H]1N(C=1N=CC(=NC1)C1=C(C=C(C=C1)C1=CC=3N(C=C1)C=NN3)O)C)N2 2-(5-{[(1R,2R,3S,5S)-2-fluoro-8-azabicyclo[3.2.1]octan-3-yl](methyl)amino}pyrazin-2-yl)-5-{[1,2,4]triazolo[4,3-a]pyridin-7-yl}phenol